(3-(2-chloropyrimidine-4-yl)-1H-indol-1-yl)propan-1-ol ClC1=NC=CC(=N1)C1=CN(C2=CC=CC=C12)C(CC)O